BrC=1N=C(C=2N(C1C)C=CN2)NC2=CC=C(C=C2)N2CCN(CC2)C2COC2 6-bromo-5-methyl-N-(4-(4-(oxetan-3-yl)piperazin-1-yl)phenyl)imidazo[1,2-a]pyrazin-8-amine